CCCCCCC\C=C\C=C\C (E,E)-8,10-Dodecadien